3-isopropyl-5-(trifluoromethyl)-1H-pyrazole C(C)(C)C1=NNC(=C1)C(F)(F)F